N-(2-fluoro-2-methylpropyl)-7H-pyrrolo[2,3-d]pyrimidin-2-amine FC(CNC=1N=CC2=C(N1)NC=C2)(C)C